(R)-N-(3-(4-Hydroxybut-1-yn-1-yl)-1-(6-(3-methoxytetrahydrofuran-3-yl)-4-methyl-Pyridin-2-yl)-1H-pyrrolo[3,2-c]pyridin-6-yl)acetamide OCCC#CC1=CN(C2=C1C=NC(=C2)NC(C)=O)C2=NC(=CC(=C2)C)[C@]2(COCC2)OC